FC1(CN(C1)C=1C=CC(=NC1)[N+](=O)[O-])F 5-(3,3-difluoroazetidin-1-yl)-2-nitropyridine